N1C(C=CC=2CCCCC12)=O 5,6,7,8-tetrahydro-2(1H)-quinolinone